BrC=1C=C(C=C(C1)C1=C(C=C(C(=C1)Cl)Cl)NS(=O)(=O)C1=CC=C(C=C1)C)CC(=O)N 2-(5-Bromo-4',5'-dichloro-2'-(4-methylphenylsulfonamido)-[1,1'-biphenyl]-3-yl)acetamide